2-chloro-4-(6-cyclopropyl-pyridin-2-yl)benzoic acid ClC1=C(C(=O)O)C=CC(=C1)C1=NC(=CC=C1)C1CC1